CN(CC#CC1=CC=C(C=C1)C=1CCN(CC1)CCC(C(=O)NO)(S(=O)(=O)C)C)C 4-(4-(4-(3-(dimethylamino)prop-1-yn-1-yl)phenyl)-3,6-dihydropyridin-1(2H)-yl)-N-hydroxy-2-methyl-2-(methylsulfonyl)butanamide